3-((4-(4-(4-Bromo-2-fluorophenyl)piperazin-1-yl)-5-fluoro-2-methoxyphenyl)amino)piperidine-2,6-dione BrC1=CC(=C(C=C1)N1CCN(CC1)C1=CC(=C(C=C1F)NC1C(NC(CC1)=O)=O)OC)F